FC=1C(=C(C=CC1F)[C@@H]1[C@H](O[C@]([C@@H]1C)(C(F)(F)F)C)C(=O)NC1=CC(=NC=C1C)C(=O)N)OC 4-[[(2S,3r,4r,5r)-3-(3,4-difluoro-2-methoxy-phenyl)-4,5-dimethyl-5-(trifluoromethyl)tetrahydrofuran-2-carbonyl]amino]-5-methyl-pyridine-2-carboxamide